ClC1=NC(=C2C(=N1)N(N=C2)[C@H]2[C@@H]([C@@H]([C@H](O2)COC(CO)(COC)P(O)(O)=O)O)O)NC2CCCC2 (2-(((2R,3S,4R,5R)-5-(6-chloro-4-(cyclopentylamino)-1H-pyrazolo[3,4-d]pyrimidin-1-yl)-3,4-dihydroxytetrahydrofuran-2-yl)methoxy)-1-hydroxy-3-methoxypropan-2-yl)phosphonic acid